C(C)(=O)C1=NN(C2=CC=C(C=C12)C=1C=NC(=NC1)C)CC(=O)N1[C@@H](C[C@H](C1)F)C(=O)NCCC(C)(C)C (2S,4R)-1-(2-(3-acetyl-5-(2-methylpyrimidin-5-yl)-1H-indazol-1-yl)acetyl)-N-(3,3-dimethylbutyl)-4-fluoropyrrolidine-2-carboxamide